4-(6-ethoxypyrazin-2-yl)-N-(4-methoxybenzyl)aniline Methyl-4-chloro-7-methylthieno[3,2-c]pyridine-2-carboxylate COC(=O)C1=CC=2C(=NC=C(C2S1)C)Cl.C(C)OC1=CN=CC(=N1)C1=CC=C(NCC2=CC=C(C=C2)OC)C=C1